tert-butyl ((1-((3-((5-chloro-2-methoxy-4-methylphenyl)sulfonamido)-4-methoxybenzo[d]isoxazol-6-yl)methyl)-1H-pyrazol-4-yl)methyl)carbamate ClC=1C(=CC(=C(C1)S(=O)(=O)NC1=NOC2=C1C(=CC(=C2)CN2N=CC(=C2)CNC(OC(C)(C)C)=O)OC)OC)C